C(C)(C)(C)OC(=O)N1C2(CCC1CC2)C=O.BrC2=CC=C1C(=NN(C1=C2)C)N2C(N(C(C(=C2)F)=O)CC2=CC=C(C=C2)OC)=O 1-(6-bromo-1-methyl-1H-indazol-3-yl)-5-fluoro-3-(4-methoxybenzyl)pyrimidine-2,4(1H,3H)-dione tert-Butyl-1-formyl-7-azabicyclo[2.2.1]heptane-7-carboxylate